ClC=1C=C(C(=NC1OC(F)F)C)NC(=O)NC=1C=NC2=CC=C(N=C2C1[C@H](C)OC)Cl (S)-N-(5-chloro-6-(difluoromethoxy)-2-methylpyridin-3-yl)-N'-(6-chloro-4-(1-methoxyethyl)-1,5-naphthyridin-3-yl)urea